CCCCN(CCCC)CCN N,N-di-n-butylethylenediamine